tert-butyl-(2R,5S)-5-amino-2-{5-[2-(trifluoro-methoxy)ethoxy]-1,3,4-oxa-diazol-2-yl}piperidine (S)-methyl-5-(3-aminopyridin-4-yl)-2-((tert-butoxycarbonyl)amino)pent-4-ynoate COC([C@H](CC#CC1=C(C=NC=C1)N)NC(=O)OC(C)(C)C)=O.C(C)(C)(C)N1[C@H](CC[C@@H](C1)N)C=1OC(=NN1)OCCOC(F)(F)F